6-(benzyloxy)-8-bromo-3,4-dihydronaphthalen-1(2H)-one O-methyl oxime CON=C1CCCC2=CC(=CC(=C12)Br)OCC1=CC=CC=C1